(2S,5R)-2-(N-((1,2,5-oxadiazol-3-yl) sulfonyl) carbamimidoyl)-7-oxo-1,6-diazabicyclo[3.2.1]octan-6-yl hydrogen sulfate S(=O)(=O)(ON1[C@@H]2CC[C@H](N(C1=O)C2)C(NS(=O)(=O)C2=NON=C2)=N)O